CC=1C=C(C=CC1NC(C(F)(F)F)C1=CC=CC=C1)S(=O)(=O)N[C@H](C)C1CCN(CC1)C 3-methyl-N-((R)-1-(1-methylpiperidin-4-yl)ethyl)-4-((2,2,2-trifluoro-1-phenylethyl)amino)benzene-sulfonamide